pyrrolidin-4-yl-methanone N1CCC(C1)C=O